CON(C(CC1=CSC=C1C=C)=O)C N-methoxy-N-methyl-2-(4-vinylthiophen-3-yl)acetamide